ClC1=NC(=NC(=N1)Cl)NC1=CC=C(C#N)C=C1 4-((4,6-dichloro-1,3,5-triazin-2-yl)amino)benzonitrile